tert-butyl 7-(3-(4-fluoro-2-(4-isopropylpyrimidin-5-yl) phenoxy) pyridin-4-yl)-2,7-diazaspiro[4.4]nonane-2-carboxylate FC1=CC(=C(OC=2C=NC=CC2N2CC3(CCN(C3)C(=O)OC(C)(C)C)CC2)C=C1)C=1C(=NC=NC1)C(C)C